C(C)(=O)NC(C(=O)O)C(=O)O acetamidomalonic acid